BrC=1C=CC2=C(N(N=N2)CCCOC)C1 6-bromo-1-(3-methoxypropyl)-1H-benzo[d][1,2,3]triazole